2,5-dihydroxybenzenesulfonic acid diethylamine salt C(C)NCC.OC1=C(C=C(C=C1)O)S(=O)(=O)O